OP(O)OP(O)O.C(C)(C)(C)C1=C(C=CC(=C1)C(C)(C)C)C(O)(C(CO)(CO)CO)C1=C(C=C(C=C1)C(C)(C)C)C(C)(C)C bis-(2,4-di-tert-butyl-phenyl)pentaerythritol diphosphite